N1=CNC2=NC=CC(=C21)C2=CC(=CC(=N2)N=S(=O)(C)C)N2[C@@H](COCC2)C (R)-((6-(3H-imidazo[4,5-b]pyridin-7-yl)-4-(3-methylmorpholino)pyridin-2-yl)imino)dimethyl-λ6-sulfanone